CS(=O)(=O)OCC12CC(C1)(C2)C(=O)N2N=CCC2C2=CC(=CC(=C2)F)F (3-(5-(3,5-Difluorophenyl)-4,5-dihydro-1H-pyrazole-1-carbonyl)-bicyclo[1.1.1]pentan-1-yl)methyl methanesulfonate